5,7,4'-trihydroxy-8,5'-diisopentenyl-flavone OC1=C2C(C=C(OC2=C(C(=C1)O)CCC(=C)C)C1=CC=C(C(=C1)CCC(=C)C)O)=O